(1-(tetrahydro-2H-pyran-2-yl)-5-((triisopropylsilyl)ethynyl)-1,5,6,7-tetrahydrocyclopenta[f]indazol-4-yl)boronic acid O1C(CCCC1)N1N=CC2=C(C3=C(C=C12)CCC3C#C[Si](C(C)C)(C(C)C)C(C)C)B(O)O